C(N)(=O)C=1C=CC=C2C(=CN=NC12)C1CCN(CC1)C(=O)OC(C)(C)C tert-butyl 4-(8-carbamoylcinnolin-4-yl)piperidine-1-carboxylate